1-Cyclohexylmethyl-5-hydroxy-6,10-dioxo-1,2,3,4,6,9,9a,10-octahydro-1,4a,8a-triazaanthracene-7-carboxylic acid 4-fluorobenzylamide FC1=CC=C(CNC(=O)C=2C(C(=C3C(N4CCCN(C4CN3C2)CC2CCCCC2)=O)O)=O)C=C1